C(#N)C(C)(C)C1=CC(=NC=C1)C(=O)NC1=C(C=C(C(=C1)C=1C=NC2=CC(=NC=C2C1)N(C)CC1=CC=C(C=C1)OC)C)F 4-(2-cyanopropan-2-yl)-N-(2-fluoro-5-(7-((4-methoxybenzyl)(methyl)amino)-1,6-naphthyridin-3-yl)-4-methylphenyl)picolinamide